C1(CC1)C=1NC(=NN1)C1CC2(CN(C2)C(=O)N2CC(C2)C2=CC=C(C=C2)N2N=C(C=C2C(C)C)C(C)C)C1 [6-(5-Cyclopropyl-4H-1,2,4-triazol-3-yl)-2-azaspiro[3.3]heptan-2-yl]-[3-[4-(3,5-diisopropylpyrazol-1-yl)phenyl]azetidin-1-yl]methanone